C(C=C)SC1=NC=NN1C[C@H]1O[C@@H]1C1=C(C=C(C=C1)F)F |o1:10,12| 5-(allylsulfanyl)-1-{[rel-(2R,3R)-3-(2,4-difluorophenyl)oxiran-2-yl]methyl}-1H-1,2,4-triazole